[Se](=O)(=O)([O-])[O-].[K+].[K+] Potassium Selenate